Methyl 2-((4-chloro-3-nitrophenyl) sulfonamido)-4-fluorobenzoate ClC1=C(C=C(C=C1)S(=O)(=O)NC1=C(C(=O)OC)C=CC(=C1)F)[N+](=O)[O-]